methyl-5'H,7'H-spiro[cyclopropane-1,8'-pyrano[4,3-b]pyridin]-5'-one CC1=CC=C2C(=N1)C1(COC2=O)CC1